COC1=C(C=CC=C1)C#CC=1C(=NC=CN1)N 3-[2-(2-methoxyphenyl)ethynyl]pyrazin-2-amine